(R)-2-(((R)-3-(3-chlorophenyl)-3-(4-fluoro-1-methylpiperidin-4-yl)propyl)(methyl)amino)-2-(3-methyl-2-((1r,4R)-4-(trifluoromethoxy)cyclohexyl)phenyl)acetic acid ClC=1C=C(C=CC1)[C@@H](CCN([C@@H](C(=O)O)C1=C(C(=CC=C1)C)C1CCC(CC1)OC(F)(F)F)C)C1(CCN(CC1)C)F